N1=C(CN=CC2=C1C=CC=C2)N 3H-1,4-benzodiazepine-2-Amine